N-(4-(3,5-difluoro-4-(morpholinomethyl)phenyl)-1H-pyrrolo[2,3-b]pyridin-6-yl)cyclopropylcarboxamide FC=1C=C(C=C(C1CN1CCOCC1)F)C1=C2C(=NC(=C1)NC(=O)C1CC1)NC=C2